isopropenyl (cumyl) peroxide C(C)(C)(C1=CC=CC=C1)OOC(=C)C